Cl.O=C1NC(CCC1N1C(C2=CC=C(C=C2C1)CNC(=O)C1=CC=C(C(=N1)F)C=1CCNCC1)=O)=O N-((2-(2,6-dioxopiperidin-3-yl)-1-oxoisoindol-5-yl)methyl)-2-fluoro-1',2',3',6'-tetrahydro-[3,4'-bipyridin]-6-carboxamide hydrochloride